N1=CC=CC2=CC(=C(C=C12)O)O quinoline-6,7-diol